8-oxo-7,8-dihydro-2'-deoxyguanosine O=C1N([C@H]2C[C@H](O)[C@@H](CO)O2)C=2N=C(NC(C2N1)=O)N